C1C(CC2=CC=CC=C12)C(=O)N1CCN(CC1)C1=C(C=CC=C1)/C=C/C(=O)NO (E)-3-(2-(4-(2,3-dihydro-1H-indene-2-carbonyl)piperazin-1-yl)phenyl)-N-hydroxyacrylamide